COC=1C=C(C=CC1OC)C1=NSC(=N1)C1=CCN(CC1)C(=O)OC(C)(C)C tert-butyl 4-(3-(3,4-dimethoxyphenyl)-1,2,4-thiadiazol-5-yl)-5,6-dihydropyridine-1(2H)-carboxylate